N1=C(C=CC=C1)CN(CC1=NC=CC=C1)C1(CN(CCN(C1)C)C)C 6-{N,N-bis(pyridin-2-ylmethyl)amino}-1,4,6-trimethyl-1,4-diazacycloheptane